OC1=C2C(=C3C(=C(C(OC3=C1C=O)=O)CC(=O)N1CCOCC1)C)CCO2 4-hydroxy-9-methyl-8-(2-(N-morpholinyl)-2-oxoethyl)-7-oxo-1,7-dihydro-2H-furo[3,2-f]chromen-5-carbaldehyde